NC1=C(C(=CC(=C1)F)C=1CN(C=CC1)C)C1=C(C=C(C(=C1)Cl)C(=O)NC1=CC(=NC=C1)C(F)(F)F)F 2'-amino-5-chloro-2,4'-difluoro-6'-(1-methylpyridin-3-yl)-N-(2-(trifluoromethyl)pyridin-4-yl)-[1,1'-biphenyl]-4-carboxamide